FC1=CC=C(C=C1)CNCC1CN(C1)C N-(4-fluorophenylmethyl)-1-(1-methylazetidin-3-yl)methylamine